tert-butyl (S)-(1-(naphthalen-2-ylamino)-1-oxopropan-2-yl)carbamate C1=C(C=CC2=CC=CC=C12)NC([C@H](C)NC(OC(C)(C)C)=O)=O